ClC1=C2C(=NC(=N1)C)NC(N(C2)C=2C=NN(C2)C)=O 5-chloro-7-methyl-3-(1-methyl-1H-pyrazol-4-yl)-3,4-dihydropyrimido[4,5-d]pyrimidin-2(1H)-one